NC=1N=CC(=NC1C1=NN(C(C=C1)=O)C1=C(C(=CC(=C1F)OC)OC)F)C=1C=NN(C1)C1CCN(CC1)C(=O)OC(C)(C)C tert-butyl 4-(4-(5-amino-6-(1-(2,6-difluoro-3,5-dimethoxyphenyl)-6-oxo-1,6-dihydropyridazin-3-yl)pyrazin-2-yl)-1H-pyrazol-1-yl)piperidine-1-carboxylate